bis(2-chloroethyl)ethane ClCCC(C)CCCl